FC(C(=O)O)(F)F.FC(C(=O)O)(F)F.CN(C1(CCC1)C(=O)N)C 1-(dimethylamino)cyclobutanecarboxamide bis(2,2,2-trifluoroacetate)